BrC1=NC(=CC=C1OC(C)C=1C=2C3=C(N(C(C2C=C(C1)C)=O)C)N(N=C3)C3CCN(CC3)C(=O)OCC3=CC=CC=C3)Cl benzyl 4-[9-[1-[(2-bromo-6-chloro-3-pyridyl)oxy]ethyl]-4,7-dimethyl-5-oxo-pyrazolo[3,4-c]isoquinolin-3-yl]piperidine-1-carboxylate